O[C@@H](CCCCN1C(N(C=2N=CN(C2C1=O)C)C)=O)C 3,7-dihydro-1-[(5R)-5-hydroxyhexyl]-3,7-dimethyl-1H-purine-2,6-dione